ClC1=C(C=C(C=C1)N1CCN(CC1)C1=NC=C(C=N1)C(C)(C)O)C1=NC2=C(N1C)C=CC=C2 2-(2-(4-(4-chloro-3-(1-methyl-1H-benzo[d]imidazol-2-yl)phenyl)piperazin-1-yl)pyrimidin-5-yl)propan-2-ol